t-butyl peroxyacetate C(C)(=O)OOC(C)(C)C